cis-isoprenyl diphosphate O(P([O-])(=O)OP(=O)([O-])[O-])\C=C/C(C)=C